Methyl 3-(difluoromethylsulfanyl)-5-(trifluoromethoxy)benzoate FC(F)SC=1C=C(C(=O)OC)C=C(C1)OC(F)(F)F